[Cl-].[Cl-].[Cl-].[Cl-].C1(=CC(=CC=C1)C)C meta-xylene tetrachloride